ClC1=C(C(N(C2=CC(=CC=C12)C(F)(F)F)C1=CC=CC=C1)=O)[N+](=O)[O-] 4-chloro-3-nitro-1-phenyl-7-(trifluoromethyl)quinolin-2(1H)-one